methyl (S)-3-cyclohexyl-2-(((piperidin-4-yloxy)carbonyl) amino)propanoate hydrochloride Cl.C1(CCCCC1)C[C@@H](C(=O)OC)NC(=O)OC1CCNCC1